6-fluoro-1,2,3,4-tetrahydronaphthalen FC=1C=C2CCCCC2=CC1